sodium carboxy-dimethylbenzenesulfonate C(=O)(O)C1=C(C(=C(C=C1)S(=O)(=O)[O-])C)C.[Na+]